di-dodecylmercaptoethyl-2,2-bis-(3,5-di-tert-butyl-4-hydroxybenzyl)malonate C(CCCCCCCCCCC)S(CCCCCCCCCCCC)CCOC(C(C(=O)[O-])(CC1=CC(=C(C(=C1)C(C)(C)C)O)C(C)(C)C)CC1=CC(=C(C(=C1)C(C)(C)C)O)C(C)(C)C)=O